ClC=1N=C(C2=C(N1)C=CN2S(=O)(=O)C2=CC=C(C)C=C2)C(=O)OC methyl 2-chloro-5-tosyl-5H-pyrrolo[3,2-d]pyrimidine-4-carboxylate